[Na+].C(C1=CC=CC=C1)OC(=O)[N-]S(=O)(=O)N1C(=C(C=C1)N1C=CC=C1)C(=O)OCC1=CC=CC=C1 Benzyloxycarbonyl-(2-benzyloxycarbonyl-3-pyrrol-1-yl-pyrrol-1-yl)sulfonyl-azanide, Sodium Salt